4-(6-methoxy-2-phenyl-3,4-dihydronaphthalen-1-yl)phenethyl 4-methylbenzenesulfonate CC1=CC=C(C=C1)S(=O)(=O)OCCC1=CC=C(C=C1)C1=C(CCC2=CC(=CC=C12)OC)C1=CC=CC=C1